3-thiocyanato-propyltrimethoxysilane S(C#N)CCC[Si](OC)(OC)OC